C1(=CC=CC=C1)C1=CC(=NC2=C3C(=CC=C12)CN(C3)C=3OC=NN3)C(F)(F)F 2-(4-phenyl-2-(trifluoromethyl)-7H-pyrrolo[3,4-h]quinolin-8(9H)-yl)-1,3,4-oxadiazole